C(#N)C1(C(NC2=CC(=CC=C12)CN1CC2(CCN(C2)C2=NC=NC=C2OC2=C(C(=O)N(C)C(C)C)C=C(C=C2)F)CC1)=O)C 2-((4-(7-((3-cyano-3-methyl-2-oxoindolin-6-yl)methyl)-2,7-diazaspiro[4.4]non-2-yl)pyrimidin-5-yl)oxy)-5-fluoro-N-isopropyl-N-methylbenzamide